1-(4-chlorobenzyl)-3-(4-(cyclopropylsulfonyl)phenyl)urea ClC1=CC=C(CNC(=O)NC2=CC=C(C=C2)S(=O)(=O)C2CC2)C=C1